Dichlorosilacyclobutylidenebis[2-(5-methyl-2-furyl)-4-(4-chlorophenyl)-5,6-dimethyl-1-indenyl]zirconium ClC1(C[Si](C1)=[Zr](C1C(=CC2=C(C(=C(C=C12)C)C)C1=CC=C(C=C1)Cl)C=1OC(=CC1)C)C1C(=CC2=C(C(=C(C=C12)C)C)C1=CC=C(C=C1)Cl)C=1OC(=CC1)C)Cl